C(#N)C1=C(C=CC=C1)C(C(C)C=1N(C(C(=C(N1)C(=O)NC=1C=NOC1)OCC)=O)C)C=1C=NN(C1)CCN(C)C 2-[1-(2-cyanophenyl)-1-[1-[2-(dimethylamino)ethyl]pyrazol-4-yl]propan-2-yl]-5-ethoxy-1-methyl-N-(1,2-oxazol-4-yl)-6-oxopyrimidine-4-carboxamide